BrC1=C(C=C(C(=O)N2CC=3N=C(N(C(C3C[C@H]2C)=O)C2=CC=C(C(=O)NC)C=C2)NC2CN(C2)C)C=C1)C(F)(F)F (R)-4-(7-(4-bromo-3-(trifluoromethyl)benzoyl)-6-methyl-2-((1-methylazetidin-3-yl)amino)-4-oxo-5,6,7,8-tetrahydropyrido[3,4-d]pyrimidin-3(4H)-yl)-N-methylbenzamide